1-(6,7-dihydro-5H-benzo[6,7]cyclohepta[1,2-c]pyridazin-3-yl)-N3-((7S)-7-(3-pentylamino)-6,7,8,9-tetrahydro-5H-benzo[7]annulene-2-yl)-1H-1,2,4-triazole-3,5-diamine N1=NC(=CC2=C1C1=C(CCC2)C=CC=C1)N1N=C(N=C1N)NC=1C=CC2=C(CC[C@H](CC2)NC(CC)CC)C1